CC1=C(OC=C1)C=O 3-methyl-2-furfural